FC1=C(C=CC(=C1)F)C1=NN2C(N=C(C=C2)C)=C1C(=O)OCC Ethyl 2-(2,4-difluorophenyl)-5-methylpyrazolo[1,5-a]pyrimidine-3-carboxylate